C1NCC2=C(C=CC=C12)C=1C=CC(=NC1)C[N+]1=NOC(=C1)[N-]C(NC1=CC(=CC(=C1)C(F)(F)F)NC(CC1=CC=CC=C1)=O)=O (3-((5-(Isoindolin-4-yl)pyridin-2-yl)methyl)-1,2,3-oxadiazol-3-ium-5-yl)((3-(2-phenylacetamido)-5-(trifluoromethyl)phenyl)carbamoyl)-amide